CN(C(CCCOC1=CC=C2CCC3(C2=C1)CCC(CC3)C(=O)O)=O)CCC3=CC(=CC=C3)OCCN3CC1(C3)COCCC1 6'-{4-[methyl(2-{3-[2-(6-oxa-2-azaspiro[3.5]nonan-2-yl)ethoxy]phenyl}ethyl)amino]-4-oxobutoxy}-2',3'-dihydrospiro[cyclohexane-1,1'-indene]-4-carboxylic acid